C(C=C)(=O)N1CC2=CC=CC(=C2CC1)C1=C2C(=C(NC2=C(C=C1F)C(=O)N)C)Cl (R)-4-(2-propenoyl-1,2,3,4-tetrahydroisoquinolin-5-yl)-3-chloro-5-fluoro-2-methyl-1H-indole-7-carboxamide